FC(C1=CN=C2N1C=C(C=C2)C2=CNC=1N=C(N=CC12)NCC1CCN(CC1)C)F 5-(3-(difluoromethyl)imidazo[1,2-a]pyridin-6-yl)-N-((1-methylpiperidin-4-yl)methyl)-7H-pyrrolo[2,3-d]pyrimidin-2-amine